Cl.N[C@H]1CC[C@@H](N(C1)C(=O)OCC1=CC=CC=C1)C benzyl (2S,5S)-5-amino-2-methylpiperidine-1-carboxylate HCl salt